NC1=NC2=C(C3=CN=CC=C13)C=C(C=C2)C(=O)N(C2CCC1=NC(=CC=C12)C(F)(F)F)C1=NN(C=C1)C 5-amino-N-(1-methyl-1H-pyrazol-3-yl)-N-(2-(trifluoromethyl)-6,7-dihydro-5H-cyclopenta[b]pyridin-5-yl)benzo[c][2,6]naphthyridin-9-carboxamide